COC(C1=C(C(=CC=C1)C(F)F)C)=O 3-(difluoromethyl)-2-methyl-benzoic acid methyl ester